Cl.CNC(=O)C1=NC=C(C=C1)N(C1CNCC1)C N-Methyl-5-[methyl-(pyrrolidin-3-yl)amino]pyridine-2-carboxamide hydrochloride